2-(5-fluoro-2-methoxy-phenyl)acetic acid FC=1C=CC(=C(C1)CC(=O)O)OC